(2R,3R,4R,5R)-5-(2-aminoethyl)-2-(hydroxymethyl)tetrahydro-2H-pyran-3,4-diol NCC[C@H]1[C@H]([C@H]([C@H](OC1)CO)O)O